IC=1C=C(CC=2C=C(SC2)C(=O)C=2C=NC=NC2)C=CC1 5-{[4-(3-iodobenzyl)-2-thienyl]carbonyl}pyrimidin